ClC1=CC=C(C=C1)C1=NN=C(C2=CC=CC=C12)N[C@H]1CN(C[C@H](C1)F)C(=O)OC(C)(C)C tert-butyl (3R,5S)-3-((4-(4-chlorophenyl)phthalazin-1-yl)amino)-5-fluoropiperidine-1-carboxylate